FC(S(=O)(=O)OC1=C(C(N(C2=CC=C(N=C12)Br)C)=O)C#N)(F)F 6-bromo-3-cyano-1-methyl-2-oxo-1,2-dihydro-1,5-naphthyridin-4-yl trifluoromethanesulfonate